CC1=CC=C(C=C1)S(=O)(=O)[C@@]1(C=C)[C@@H](C=C(C=C1)OC)S(=O)(=O)C1=CC=C(C)C=C1 trans-1,2-Di-p-toluenesulfonyl-4-methoxystyrene